ClC=1C=C2C(=NC1)C1(C(O2)(C(C(C1O)C(=O)N(C)C)C1=CC=CC=C1)C1=CC=C(C=C1)C#N)O 3-chloro-5a-(4-cyanophenyl)-8,8a-dihydroxy-N,N-dimethyl-6-phenyl-5a,7,8,8a-tetrahydro-6H-cyclopenta[4,5]furo[3,2-b]pyridine-7-carboxamide